(S)-1-Methyl-2-oxo-3-(prop-2-yn-1-yl)pyrrolidine CN1C([C@H](CC1)CC#C)=O